CS(=O)(=O)OCCOC1=CC(=CC(=C1)CCCCCCCCCCCCCCC)OC\C=C(\CCC=C(C)C)/C (E)-2-(3-((3,7-dimethylocta-2,6-dien-1-yl)oxy)-5-pentadecylphenoxy)ethyl methanesulfonate